3-amino-7-(2-chloro-6-methyl-phenyl)-N-[(1-methylazetidin-3-yl)methyl]isoquinoline-4-carboxamide NC=1N=CC2=CC(=CC=C2C1C(=O)NCC1CN(C1)C)C1=C(C=CC=C1C)Cl